FC=1C=C(OC2=CC=C(C=C2)[C@@H]2CCCN3C2=NS(CC3)(=O)=O)C=CC1C (9S)-9-[4-(3-fluoro-4-methylphenoxy)phenyl]-3,4,6,7,8,9-hexahydropyrido[2,1-c][1,2,4]thiadiazine 2,2-dioxide